COC1=C(C(=CC(=C1)C1=NC2=C(N1)C=CC(=C2)C2CCNCC2)O)O 3-methoxy-5-(5-(piperidin-4-yl)-1H-benzo[d]imidazol-2-yl)benzene-1,2-diol